F[B-](F)(F)F.CN(C=1C=C(C=2[C+](C3=C(C=C(C=C3N(C2C1)CCC)N(C)C)OC)C1=C(C=C(C=C1OC)N(C)C)OC)OC)C 3,6-bis(dimethylamino)-9-(4-(dimethylamino)-2,6-dimethoxyphenyl)-1,8-dimethoxy-10-propyl-9,10-dihydroacridin-9-ylium tetrafluoroborate